methyl 1-ethyl-7-methoxy-2-(11-methyl-10-oxo-1,9-diazatricyclo[6.3.1.04,12]dodeca-2,4(12),5,7-tetraen-2-yl)benzimidazole-5-carboxylate C(C)N1C(=NC2=C1C(=CC(=C2)C(=O)OC)OC)C=2N1C(C(NC3=CC=CC(C2)=C13)=O)C